C(C1=CC=CC=C1)(C1=CC=CC=C1)(C1=CC=CC=C1)N1N=C(N=N1)C1=C(C=CC=C1)CS(=O)(=O)OCC(C)(C)C Neopentyl (2-(2-trityl-2H-tetrazol-5-yl)phenyl)methanesulfonate